propyl-dimethoxyphenoxysilane C(CC)[Si](OC1=CC=CC=C1)(OC)OC